1,1'-(5-Ethyl-2-octyloxy-1,3-phenylen)-bis(N,N-dimethylmethanamin) C(C)C=1C=C(C(=C(C1)CN(C)C)OCCCCCCCC)CN(C)C